CN(C1=CC(=C(C=C1)OC)NC(CN1CCC(CC1)Br)=O)C1=CC(OC2=CC=CC=C12)=O 4-(N-methyl-N-(3-(2-(4-bromopiperidin-1-yl)-acetylamino)-4-methoxyphenyl)-amino)coumarin